C(C)(C)(C)OC(=O)N1CC(N(CC1)[C@@H](C)C1=NC2=C(N1C[C@H]1OCC1)C=C(C=C2)C(=O)[O-])=O 2-((S)-1-(4-(tert-butoxycarbonyl)-2-oxopiperazin-1-yl)ethyl)-1-(((S)-oxetan-2-yl)methyl)-1H-benzo[d]imidazole-6-carboxylate